COC=1C(=C2C=NN(C2=C(C1)C)C(=O)OC(C)(C)C)CN1[C@@H](CC2(CCCO2)CC1)C1=CC=C(C=C1)C(=O)OC tert-butyl 5-methoxy-4-(((7S)-7-(4-(methoxycarbonyl)phenyl)-1-oxa-8-azaspiro[4.5]decan-8-yl)methyl)-7-methyl-1H-indazole-1-carboxylate